2-(2-{2-[3-(1-acetylpiperidin-4-yl)-4-(quinolin-3-yl)-1H-indazol-1-yl]acetamido}acetamido)acetic acid C(C)(=O)N1CCC(CC1)C1=NN(C2=CC=CC(=C12)C=1C=NC2=CC=CC=C2C1)CC(=O)NCC(=O)NCC(=O)O